(S)-6-((1-hydroxy-3-(octadecyloxy)propan-2-yl)oxy)nicotinonitrile Sodium hydride [H-].[Na+].OC[C@@H](COCCCCCCCCCCCCCCCCCC)OC1=NC=C(C#N)C=C1